CC1=CC(=NC=C1B1OC(C(O1)(C)C)(C)C)C(CC)=O 1-(4-methyl-5-(4,4,5,5-tetramethyl-1,3,2-dioxaborolan-2-yl)pyridin-2-yl)propan-1-one